(R)-1-(3,3-difluoro-4-((6-fluoro-5-(1-(2-fluoroethyl)-1H-benzo[d][1,2,3]triazol-6-yl)-4-(methoxy-d3)pyrrolo[2,1-f][1,2,4]triazin-2-yl)amino)piperidin-1-yl)ethan-1-one-2,2,2-d3 FC1(CN(CC[C@H]1NC1=NN2C(C(=N1)OC([2H])([2H])[2H])=C(C(=C2)F)C=2C=CC1=C(N(N=N1)CCF)C2)C(C([2H])([2H])[2H])=O)F